4-dimethylaminopyridinium trifurate O1C(=CC=C1)C(=O)[O-].O1C(=CC=C1)C(=O)[O-].O1C(=CC=C1)C(=O)[O-].CN(C1=CC=[NH+]C=C1)C.CN(C)C1=CC=[NH+]C=C1.CN(C)C1=CC=[NH+]C=C1